1,2,3-tris(glycidoxy)naphthalene C(C1CO1)OC1=C(C(=CC2=CC=CC=C12)OCC1CO1)OCC1CO1